6-(2-hydroxy-2-methylpropoxy)-4-(1'-(6-methoxynicotinoyl)-1',2',3',6'-tetrahydro-[2,4'-bipyridin]-5-yl)pyrazolo[1,5-a]pyridine-3-carbonitrile OC(COC=1C=C(C=2N(C1)N=CC2C#N)C=2C=CC(=NC2)C=2CCN(CC2)C(C2=CN=C(C=C2)OC)=O)(C)C